2-(8-fluoro-2-methylimidazo[1,2-a]pyridin-6-yl)-7-(methyl(2,2,6,6-tetramethylpiperidin-4-yl)amino)-5H-[1,3,4]thiadiazolo[3,2-a]pyrimidin-5-one FC=1C=2N(C=C(C1)C1=NN3C(=NC(=CC3=O)N(C3CC(NC(C3)(C)C)(C)C)C)S1)C=C(N2)C